1-(sec-butyl)-5-(2-ethoxypyridin-3-yl)-1H-pyrazolo[4,3-b]pyridin-7-amine C(C)(CC)N1N=CC2=NC(=CC(=C21)N)C=2C(=NC=CC2)OCC